OC(C(=O)O)(CC(=O)O)CP(=O)=O 2-hydroxy-2-(phosphomethyl)succinic acid